FC1=CC=C(C=C1)N1C(=C(C2=C1C=C1C=NN(C1=C2)C(C(C)(C)C)=O)C2=CC=C(C(=O)OC)C=C2)C2CCOCC2 Methyl 4-(5-(4-fluorophenyl)-1-pivaloyl-6-(tetrahydro-2H-pyran-4-yl)-1,5-dihydropyrrolo[2,3-f]indazol-7-yl)benzoate